2-((2-(4-fluorophenoxy)quinolin-6-yl)carbamoyl)-4-methoxypyridin-3-yl acetate C(C)(=O)OC=1C(=NC=CC1OC)C(NC=1C=C2C=CC(=NC2=CC1)OC1=CC=C(C=C1)F)=O